tert-butyl (1S,3S)-3-((6-(5-(aminomethyl)-1-methyl-1H-1,2,3-triazol-4-yl)-2-methyl-pyridin-3-yl)oxy)cyclohexane-1-carboxylate NCC1=C(N=NN1C)C1=CC=C(C(=N1)C)O[C@@H]1C[C@H](CCC1)C(=O)OC(C)(C)C